C1(CCCCC1)NC1=C2C(=NC(=N1)NC1=C(C=C(C=C1)N1CCOCC1)OC)NN=C2C=2C=C(C=CC2)NC(=O)C2CC2 N-(3-(4-(cyclohexylamino)-6-((2-methoxy-4-morpholinophenyl)amino)-1H-pyrazolo[3,4-d]pyrimidin-3-yl)phenyl)cyclopropanecarboxamide